5-chlorothiazole-2-sulfonyl chloride ClC1=CN=C(S1)S(=O)(=O)Cl